2-ethyl-3,7-dimethyl-6-(4-(trifluoromethoxy)phenoxy)quinolin-4(1H)-one C(C)C=1NC2=CC(=C(C=C2C(C1C)=O)OC1=CC=C(C=C1)OC(F)(F)F)C